C1(CC1)[C@@H](COC)NC1=C(C(OC(=C1)C(=O)NC=1SC(=NN1)N1N=CC=C1C)=O)OC (s)-4-((1-cyclopropyl-2-methoxyethyl)amino)-3-methoxy-N-(5-(5-methyl-1H-pyrazol-1-yl)-1,3,4-thiadiazol-2-yl)-2-oxo-2H-pyran-6-carboxamide